(3-benzyl-cyclobutyl)-methyl-amine C(C1=CC=CC=C1)C1CC(C1)NC